N-acetylcysteine ethyl ester C(C)OC([C@@H](NC(C)=O)CS)=O